(R)-1-(4-fluorophenylmethyl)-1-((1-methylpyrrolidin-3-yl)methyl)-3-(4-isobutoxyphenylmethyl)urea FC1=CC=C(C=C1)CN(C(=O)NCC1=CC=C(C=C1)OCC(C)C)C[C@H]1CN(CC1)C